(E)-1-(3-(1-(phenylsulfonyl)piperidin-4-yl)acryloyl)-5,6-dihydropyridin-2(1H)-one C1(=CC=CC=C1)S(=O)(=O)N1CCC(CC1)/C=C/C(=O)N1C(C=CCC1)=O